FC=1C(=C2C(=NC1)CC(C2)CNCCC2CN(C(O2)=O)C2=NC1=C(OCC(N1)=O)N=C2)C 6-[5-[2-[(3-fluoro-4-methyl-6,7-dihydro-5H-cyclopenta[b]pyridin-6-yl)methylamino]ethyl]-2-oxo-1,3-oxazolidin-3-yl]-4H-pyrazino[2,3-b][1,4]oxazin-3-one